D-Lyxitol C([C@@H](O)[C@@H](O)[C@H](O)CO)O